3-(4,4,5,5-tetramethyl-1,3,2-dioxaborolan-2-yl)-2-(4-(trifluoromethyl)phenoxy)pyridine CC1(OB(OC1(C)C)C=1C(=NC=CC1)OC1=CC=C(C=C1)C(F)(F)F)C